N-(5-chloro-6-(2H-1,2,3-triazol-2-yl)pyridin-3-yl)-4-fluoro-2,8,8-trimethyl-7,8-dihydro-6H-cyclopenta[e]pyrazolo[1,5-a]pyridine-6-carboxamide ClC=1C=C(C=NC1N1N=CC=N1)NC(=O)C1CC(C2=C1C=C(C=1N2N=C(C1)C)F)(C)C